ClC=1C=C(C=C(C1Cl)Cl)C1=CC=CC=C1 3,4,5-trichlorobiphenyl